(4-((3-((tert-butyldiphenylsilyl)oxy)-2-methylpropyl)amino)-2,6-dichloropyrimidin-5-yl)methanol [Si](C1=CC=CC=C1)(C1=CC=CC=C1)(C(C)(C)C)OCC(CNC1=NC(=NC(=C1CO)Cl)Cl)C